2-(5-bromo-1-cyclobutyl-1H-pyrazol-4-yl)-N-((dimethylamino)methylene)acetamide BrC1=C(C=NN1C1CCC1)CC(=O)N=CN(C)C